2-(1,4-dibenzylpiperazin-2-yl)acetonitrile-d C(C1=CC=CC=C1)N1C(CN(CC1)CC1=CC=CC=C1)C(C#N)[2H]